C(CC=C)N 3-buten-1-amine